(2S,3R)-3-((2-aminopyridin-4-yl)methyl)-N2-(1-methyl-1H-pyrazol-5-yl)-N1-((R)-1-(3,4,5-trifluorophenyl)propyl)-N2-methyl-4-oxoazetidine-1,2-dicarboxamide NC1=NC=CC(=C1)C[C@@H]1[C@H](N(C1=O)C(=O)N[C@H](CC)C1=CC(=C(C(=C1)F)F)F)C(=O)N(C)C1=CC=NN1C